C(C)S(=O)(=O)C=1C(=NC=C(C1)C(F)(F)F)C=1N(C2=C(C=NC=3C(=CC=CC23)OC(F)(F)F)N1)C 2-[3-ethylsulfonyl-5-(trifluoromethyl)-2-pyridinyl]-1-methyl-6-(trifluoromethoxy)imidazo[4,5-c]quinoline